CC1(C=2N(CCC1)N=C(C2)CO)C (4,4-dimethyl-4,5,6,7-tetrahydropyrazolo[1,5-a]pyridin-2-yl)methanol